(R)-tert-butyl 1-(hydroxymethylene)-3-methyl-11-oxo-3,4,8,9,10,11-hexahydro-1H-pyrido[4',3':3,4]pyrazolo[1,5-a]azepine-2(7H)-carboxylate OC=C1N([C@@H](CC2=NN3C(C(CCCC3)=O)=C21)C)C(=O)OC(C)(C)C